CC1=CCCCC1 1-Methyl-1-cyclohexene